3-(2,5-dioxo-4-(pyrazin-2-yl)imidazolidin-4-yl)propionic acid tert-butyl ester C(C)(C)(C)OC(CCC1(NC(NC1=O)=O)C1=NC=CN=C1)=O